ClC1=CC=C2C(=N1)N=C(O2)NC2CN(CCC2O)CC 3-[(5-Chlorooxazolo[4,5-b]pyridin-2-yl)amino]-1-ethyl-piperidin-4-ol